[N-](S(=O)(=O)C(F)(F)F)S(=O)(=O)C(F)(F)F.SC=1NC2=C(N1)C=CC(=C2)OC 2-mercapto-5-methoxybenzimidazole bis(trifluoromethanesulfonyl)imide salt